ethyl 7-(4-(5-methyl-7H-pyrrolo[2,3-d]pyrimidin-4-yl)-3,4-dihydro-2H-1,4-thiazine-6-carbonyl)-5,6,7,8-tetrahydroimidazo[1,2-a]pyrazine-2-carboxylate CC1=CNC=2N=CN=C(C21)N2CCSC(=C2)C(=O)N2CC=1N(CC2)C=C(N1)C(=O)OCC